C(CCCCCCCCCCCCCCCCC)OC(C(C)C1=CC(=C(C(=C1)C(C)(C)C)O)C(C)(C)C)=O (3,5-di-tert-butyl-4-hydroxyphenyl)-propionic acid octadecyl ester